dimaleate tin [Sn+4].C(\C=C/C(=O)[O-])(=O)[O-].C(\C=C/C(=O)[O-])(=O)[O-]